ClC1=NC=CC(=N1)N1CCC(CC1)(O)C1=CC=C(C=C1)F 1-(2-chloropyrimidin-4-yl)-4-(4-fluorophenyl)piperidin-4-ol